C(C)[C@@H]1NC[C@@H](N(C1)C=1C2=C(N(C(N1)=O)C)C=CC(=N2)C#N)C |&1:2| 4-((2S,SR)-5-ethyl-2-methylpiperazin-1-yl)-1-methyl-2-oxo-1,2-dihydropyrido[3,2-d]pyrimidine-6-carbonitrile